2-(2,2-difluorohexanamido)butanoic acid FC(C(=O)NC(C(=O)O)CC)(CCCC)F